5-methyl-4,5,6,7-tetrahydrothiazolo[5,4-c]pyridine-2-carboxylic acid monohydrochloride Cl.CN1CC2=C(CC1)N=C(S2)C(=O)O